5-((5-isopropyl-2,3-dihydro-1H-pyrrolo[2,3-b]pyridin-4-yl)oxy)pyrimidine-2,4-diamine C(C)(C)C=1C(=C2C(=NC1)NCC2)OC=2C(=NC(=NC2)N)N